ClC1=CC=C(C=C1)C=1SC2=C(N1)CC[C@@]1([C@H]3CC[C@]4([C@H]([C@@H]3CC=C12)CCC4O)C)C (5aR,5bS,7aS,10aS,10bR)-2-(4-chlorophenyl)-5a,7a-dimethyl-5,5a,5b,6,7,7a,8,9,10,10a,10b,11-dodecahydro-4H-cyclopenta[7,8]phenanthro[2,1-d]thiazol-8-ol